[Si](C)(C)(C(C)(C)C)OCC(=O)N 2-((tert-butyldimethylsilyl)oxy)acetamide